chloroacetyl-chloramine ClCC(=O)NCl